C(SC(C)CCCCCCCCCC)([S-])=S 2-dodecyl trithiocarbonate